CC=1C(=NC=C(C1)NC(C(=O)N1[C@@H](CC[C@H](C1)C)C=1C=C2CC(NC2=CC1)=O)=O)NC(OC(C)(C)C)=O Tert-butyl N-[3-methyl-5-[[2-[(2S,5R)-5-methyl-2-(2-oxoindolin-5-yl)-1-piperidyl]-2-oxo-acetyl]amino]-2-pyridyl]carbamate